O[C@@H](CCO)ONC(C1=C(C(=C(C=C1)F)F)NC1=C(C=C(C=C1)I)F)=O N-((R)-1,3-dihydroxypropoxy)-3,4-difluoro-2-(2-fluoro-4-iodo-phenylamino)-benzamide